N-[4-(6-Chloro-1,3-benzoxazol-2-yl)phenyl]-1,1-dioxothiolan-3-carboxamid ClC1=CC2=C(N=C(O2)C2=CC=C(C=C2)NC(=O)C2CS(CC2)(=O)=O)C=C1